{[(2R)-tetrahydrofuran-2-ylcarbonyl]amino}hexanoic acid O1[C@H](CCC1)C(=O)NC(C(=O)O)CCCC